(R)-11-ethoxy-12-(3-methoxypropoxy)-3,3-dimethyl-8-oxo-2,3,8,13b-tetrahydro-1H-pyrido[2,1-a]pyrrolo[1,2-c]phthalazine C(C)OC=1C(=CC=2[C@@H]3N(N4C(C2C1)=CC(C=C4)=O)C(CC3)(C)C)OCCCOC